[Pd].Cl[Fe]Cl dichloroiron palladium